tert-butyl 5-cyano-2,3-dihydro-1H-isoindole-2-carboxylate C(#N)C=1C=C2CN(CC2=CC1)C(=O)OC(C)(C)C